4-(2-methoxy-3-o-fluorophenylbenzyloxy)-5-chlorobenzylamine COC1=C(COC2=CC=C(CN)C=C2Cl)C=CC=C1C1=C(C=CC=C1)F